6-[4-(cyclopropanesulfonyl)piperazin-1-yl]-N-[1-(1H-indol-3-yl)hexan-2-yl]-1-benzothiophene-2-carboxamide C1(CC1)S(=O)(=O)N1CCN(CC1)C1=CC2=C(C=C(S2)C(=O)NC(CC2=CNC3=CC=CC=C23)CCCC)C=C1